(S,2R)-2-(methoxymethyl)-N'-((3-(2-methoxypyridin-4-yl)bicyclo[4.2.0]octa-1(6),2,4-trien-2-yl)carbamoyl)-2,3-dihydropyrazolo[5,1-b]oxazole-7-sulfonimidamide COC[C@H]1CN2C(O1)=C(C=N2)[S@](=O)(N)=NC(NC=2C=1CCC1C=CC2C2=CC(=NC=C2)OC)=O